2-(butylamino)-5-nitro-benzenesulfonamide C(CCC)NC1=C(C=C(C=C1)[N+](=O)[O-])S(=O)(=O)N